(2R,4S)-N-((S)-1-(((6-amino-2-methylpyridin-3-yl)methyl)amino)-1-oxopropan-2-yl)-4-(4-phenoxybenzyl)pyrrolidine-2-carboxamide di-trifluoroacetate FC(C(=O)O)(F)F.FC(C(=O)O)(F)F.NC1=CC=C(C(=N1)C)CNC([C@H](C)NC(=O)[C@@H]1NC[C@H](C1)CC1=CC=C(C=C1)OC1=CC=CC=C1)=O